((1H-benzo[d][1,2,3]triazole-5-carboxamido)methyl)tert-butyl-2-azabicyclo[2.2.1]heptane-2-carboxylic acid tert-butyl ester C(C)(C)(C)OC(=O)N1C2(CCC(C1CNC(=O)C1=CC3=C(NN=N3)C=C1)C2)C(C)(C)C